BrC=1C=CC2=C(N(C(CC(=C2)C=2OC(=CN2)C)=O)CC2=CC(=C(C=C2)C)F)C1 8-bromo-1-(3-fluoro-4-methylbenzyl)-4-(5-methyloxazol-2-yl)-1,3-dihydro-2H-benzo[b]azepin-2-one